CN(CCC1=CNC=2N=C(N=C(C21)OC=2C=C(C=CC2)NC(C=C)=O)NC2=CC(=C(C=C2)N2CCN(CC2)C)F)C N-(3-((5-(2-(dimethylamino)ethyl)-2-((3-fluoro-4-(4-methylpiperazin-1-yl)phenyl)amino)-7H-pyrrolo[2,3-d]pyrimidin-4-yl)oxy)phenyl)acrylamide